3-{1-[(tert-butoxy)carbonyl]Azetidin-3-yl}morpholine-4-carboxylic acid benzyl ester C(C1=CC=CC=C1)OC(=O)N1C(COCC1)C1CN(C1)C(=O)OC(C)(C)C